(2-amino-5-bromophenyl)benzophenone NC1=C(C=C(C=C1)Br)C1=C(C(=O)C2=CC=CC=C2)C=CC=C1